tert-butyl (Z)-((1H-pyrazol-1-yl)(2,2,2-trifluoroacetamido)methylene)carbamate N1(N=CC=C1)\C(\NC(C(F)(F)F)=O)=N/C(OC(C)(C)C)=O